NC=1C(=NC=C(C1)C1=C(N=NN1C)C)C1=NN(C(=C1I)C(=O)OC)C([2H])([2H])[2H] Methyl 3-(3-amino-5-(1,4-dimethyl-1H-1,2,3-triazol-5-yl) pyridin-2-yl)-4-iodo-1-(methyl-d3)-1H-pyrazole-5-carboxylate